6-(2,6-difluoro-3,5-dimethoxyphenyl)-2-(methylthio)pyrido[3,4-d]pyrimidin-8(7H)-one FC1=C(C(=C(C=C1OC)OC)F)C1=CC2=C(N=C(N=C2)SC)C(N1)=O